(E)-N,N-dipropyl-4-phenyl-2,2-difluoro-3-butenoic acid amide C(CC)N(C(C(\C=C\C1=CC=CC=C1)(F)F)=O)CCC